(2S,3S,4R,5R)-2-((S)-2-chloro-4,7-dihydro-5H-thieno[2,3-c]pyran-7-yl)-5-(4-methyl-7H-pyrrolo[2,3-d]pyrimidin-7-yl)tetrahydrofuran-3,4-diol ClC1=CC2=C([C@@H](OCC2)[C@H]2O[C@H]([C@@H]([C@@H]2O)O)N2C=CC3=C2N=CN=C3C)S1